ethyl-(3-methoxypropyl)dimethyl-ammonium C(C)[N+](C)(C)CCCOC